(R)-N-(5-(5-cyclobutyl-1,2,4-oxadiazol-3-yl)-2,3-dihydro-1H-inden-1-yl)acetamide C1(CCC1)C1=NC(=NO1)C=1C=C2CC[C@H](C2=CC1)NC(C)=O